N-(4-amino-4'-fluoro-[1,1'-biphenyl]-3-yl)-4-(5-cyanopyridine-3-sulfonimidoyl)benzamide NC1=C(C=C(C=C1)C1=CC=C(C=C1)F)NC(C1=CC=C(C=C1)S(=O)(=N)C=1C=NC=C(C1)C#N)=O